4-(2-{6-[(7R)-7-Amino-2-azabicyclo[2.2.1]heptane-2-carbonyl]-4-fluoro-3-methylpyrazolo[1,5-a]pyridin-2-yl}-1-(cyclopropylmethyl)-1H-pyrrolo[2,3-b]pyridin-6-yl)benzamide N[C@H]1C2N(CC1CC2)C(=O)C=2C=C(C=1N(C2)N=C(C1C)C1=CC=2C(=NC(=CC2)C2=CC=C(C(=O)N)C=C2)N1CC1CC1)F